penta-O-acetyl-β-D-glucose C(C)(=O)O[C@H]1[C@H](OC(C)=O)[C@@H](OC(C)=O)[C@H](OC(C)=O)[C@H](O1)COC(C)=O